Cl.NC1=C(C=C(C=C1)N1C(=NC=2C1=NC(=CC2)C2=CC=CC=C2)C=2C(=NC=CC2)N)F 3-(3-(4-amino-3-fluorophenyl)-5-phenyl-3H-imidazo[4,5-b]pyridin-2-yl)pyridin-2-amine hydrochloride